(R/S)-N-(4-((4,5-dimethyl-2-(oxetan-3-yl)-4,5-dihydro-2H-[1,2,3]triazolo[4,5-c]quinolin-6-yl)amino)-5-(propanoyl-3,3,3-d3)pyridin-2-yl)cyclopropanecarboxamide C[C@H]1N(C=2C(=CC=CC2C=2C1=NN(N2)C2COC2)NC2=CC(=NC=C2C(CC([2H])([2H])[2H])=O)NC(=O)C2CC2)C |r|